N-[1-(S)-1-ethoxycarbonyl-3-phenylpropyl]-L-alanine C(C)OC(=O)[C@H](CCC1=CC=CC=C1)N[C@@H](C)C(=O)O